N[C@@H]1C[C@H](CC1)NC1=NC=C2C=C(N=C(C2=C1)NC1(CC1)C)C#N 7-(((1S,3S)-3-aminocyclopentyl)amino)-1-((1-methylcyclopropyl)amino)-2,6-naphthyridine-3-carbonitrile